(2,2-dimethyl-7-(3-(propylamino)propoxy)-3,4-dihydro-2H-benzo[H]chromen-5-yl)(morpholinyl)methanone CC1(OC2=C3C(=CC(=C2CC1)C(=O)N1CCOCC1)C(=CC=C3)OCCCNCCC)C